NC1=C(SC2=NC(=CN=C21)C)C(=O)N[C@@H]2CC=1C=CC(=NC1CC2)N2C[C@@H]([C@@H](C2)COC)N 7-amino-N-[(6S)-2-[(3R,4R)-3-amino-4-(methoxymethyl)pyrrolidin-1-yl]-5,6,7,8-tetrahydroquinolin-6-yl]-3-methylthieno[2,3-b]pyrazine-6-carboxamide